2-(4-isopropyl-5-(8-methoxy-[1,2,4]triazolo[1,5-a]pyridin-6-yl)-1H-pyrazol-3-yl)-5-(6-isopropyl-2,6-diazaspiro[3.3]hept-2-yl)-4-methylthiazole C(C)(C)C=1C(=NNC1C=1C=C(C=2N(C1)N=CN2)OC)C=2SC(=C(N2)C)N2CC1(C2)CN(C1)C(C)C